CN(C)\C=C(/C(=O)OCC)\C(C)=O ethyl (Z)-2-((dimethylamino) methylene)-3-oxobutyrate